4-(1H-imidazol-1-yl)-N-[(1s,4s)-4-{[6-chloro-2-(trifluoromethyl)quinolin-4-yl]amino}cyclohexyl]pyridine-2-carboxamide N1(C=NC=C1)C1=CC(=NC=C1)C(=O)NC1CCC(CC1)NC1=CC(=NC2=CC=C(C=C12)Cl)C(F)(F)F